O=C1NC(CCC1N1C(C2=CC=C(C=C2C1)N1CCN(CC1)CCCN1CCC(CC1)C1=CC=C(C=C1)\C(=C(\CC)/C1=CC=CC=C1)\C1=CC=C(C=C1)B(O)O)=O)=O (Z)-(4-(1-(4-(1-(3-(4-(2-(2,6-dioxopiperidin-3-yl)-1-oxoisoindolin-5-yl)piperazin-1-yl)propyl)piperidin-4-yl)phenyl)-2-phenylbut-1-en-1-yl)phenyl)boronic acid